iridium(II) bis(phenyl(methyl-d3)pyridine) C1(=CC=CC=C1)C=1C(=NC=CC1)C([2H])([2H])[2H].C1(=CC=CC=C1)C=1C(=NC=CC1)C([2H])([2H])[2H].[Ir+2]